tert-butyl (5-(aminomethyl)-6-methylpyridin-2-yl)carbamate NCC=1C=CC(=NC1C)NC(OC(C)(C)C)=O